4,6-dichloropyridine-2,3-diamine ClC1=C(C(=NC(=C1)Cl)N)N